NC1=NC=CC=C1C#CC1=C2C=C(N=CC2=CC=N1)NC1=CC=C(C=C1)S(=O)(=O)NC(C)C 4-((5-((2-aminopyridin-3-yl)ethynyl)-2,6-naphthyridin-3-yl)amino)-N-isopropylbenzenesulfonamide